CNC(=O)OCC1=CC(=C(O[C@H]2[C@@H]([C@H]([C@@H]([C@H](O2)C(=O)OCC=C)OC(=O)OCC=C)OC(=O)OCC=C)OC(=O)OCC=C)C=C1)[N+](=O)[O-] prop-2-en-1-yl (2S,3S,4S,5R,6S)-6-(4-{[(methylcarbamoyl)oxy]methyl}-2-nitrophenoxy)-3,4,5-tris({[(prop-2-en-1-yloxy)carbonyl]oxy})oxane-2-carboxylate